FC=1C=C(C=CC1C1=CC(NC=C1)=O)NC([C@H](C(C1=CC=CC=C1)C1=CC=CC=C1)NC(=O)C1=CC=NN1C)=O (S)-N-(1-((3-fluoro-4-(2-oxo-1,2-dihydropyridin-4-yl)phenyl)amino)-1-oxo-3,3-diphenylprop-2-yl)-1-methyl-1H-pyrazole-5-carboxamide